4-amino-1,3-dihydrofuro[3,4-c][1,8]naphthyridine-8-carboxylic acid NC1=NC=2N=CC(=CC2C2=C1COC2)C(=O)O